P(=O)(OCC(CCC(C)(C)C)C)(OCC(CCC(C)(C)C)C)OC1=CC=C(C=C1)C bis(2,5,5'-trimethylhexyl) p-tolyl phosphate